FC(C1=NN=C(S1)N1N=CC2=C(C=C(C=C12)S(=O)(=O)NC1(CC1)C#N)C1=CC=CC=C1)F 1-[({1-[5-(difluoromethyl)(1,3,4-thiadiazol-2-yl)]-4-phenyl-1H-indazol-6-yl}sulfonyl)amino]cyclopropanecarbonitrile